3-methyl-1-(prop-2-yl)-1H-pyrazole-4-carboxylic acid hydrazide CC1=NN(C=C1C(=O)NN)C(C)C